4-[2-(2-Chloro-3-methyl-4-pyridinyl)ethynyl]-5-methyl-1-(3-pyridinyl)imidazole-2-carboxamide tert-butyl-(R)-3-(2-methyl-1-oxopropan-2-yl)pyrrolidine-1-carboxylate C(C)(C)(C)OC(=O)N1C[C@H](CC1)C(C=O)(C)C.ClC1=NC=CC(=C1C)C#CC=1N=C(N(C1C)C=1C=NC=CC1)C(=O)N